CC(CCC)CCCCCCCC 4-methyldodecane